NC1=C(C=C(C(=O)NC=2C(N(C=CC2)C(C(=O)NN(CC(=O)O)C(CF)=O)C(C)C)=O)C=C1)Cl N-(2-(3-(4-amino-3-chlorobenzamido)-2-oxopyridin-1(2H)-yl)-3-methylbutanamido)-N-(2-fluoroacetyl)glycine